ClC=1C=C(C=CC1F)NC(=O)N[C@H](CCO)C1=CN=C(C2=CC=CC=C12)OC |r| racemic-1-(3-chloro-4-fluorophenyl)-3-(3-hydroxy-1-(1-methoxyisoquinolin-4-yl)propyl)urea